(S)-2-(3-(2-(3-fluoroazetidine-1-yl)ethyl)-4,5-dimethyl-6-oxopyridazin-1(6H)-yl)-4-methylpentanamide FC1CN(C1)CCC1=NN(C(C(=C1C)C)=O)[C@H](C(=O)N)CC(C)C